({2-methyl-5-[1-(4-methoxy-2-methylphenyl)-1H-pyrazol-3-yl] phenyl} methyl) carbamate (methyl({2-methyl-5-[1-(4-methoxy-2-methylphenyl)-1H-pyrazol-3-yl]phenyl}methyl)carbamate) CN(C(O)=O)CC1=C(C=CC(=C1)C1=NN(C=C1)C1=C(C=C(C=C1)OC)C)C.C(N)(OCC1=C(C=CC(=C1)C1=NN(C=C1)C1=C(C=C(C=C1)OC)C)C)=O